COC1=CC=C(CN(C=2N=CN(C(C2C(=O)OC)=O)C2=C(C=C(C=C2C)C(CF)F)C)CC2=CC=C(C=C2)OC)C=C1 methyl 4-(bis(4-methoxybenzyl)amino)-1-(4-(1,2-difluoroethyl)-2,6-dimethylphenyl)-6-oxo-1,6-dihydropyrimidine-5-carboxylate